4-(dimethylamino)-N-((9Z,12Z)-octadeca-9,12-dien-1-yl)-N-(((9Z,12Z)-octadeca-9,12-dien-1-yl)oxy)butanamide CN(CCCC(=O)N(OCCCCCCCC\C=C/C\C=C/CCCCC)CCCCCCCC\C=C/C\C=C/CCCCC)C